2-phenyl-7-azaspiro[3.5]nonane C1(=CC=CC=C1)C1CC2(C1)CCNCC2